ClC1=CC(=C2C=NNC2=C1)C1(C[C@@H]2[C@@H](CN(C2)C(CC)=O)C1)O 1-((3ar,5r,6as)-5-(6-chloro-1H-indazol-4-yl)-5-hydroxyhexahydrocyclopenta[c]pyrrol-2(1H)-yl)propan-1-one